CC(CCN1C[C@@H]2[C@H](C1)CC(C2)C(=O)NC=2N=NC(=CC2)C=2N(N=CC2C)C)(C)C (3aR,5r,6aS)-2-(3,3-dimethylbutyl)-N-[6-(2,4-dimethylpyrazol-3-yl)pyridazin-3-yl]-3,3a,4,5,6,6a-hexahydro-1H-cyclopenta[c]pyrrole-5-carboxamide